O1N=CC(=C1)C=1C=C(C2=C(NN=N2)C1)NCCOCCCCNCC=1NC2=CC=C(C=C2C1)C(F)(F)F 6-(isoxazol-4-yl)-N-(2-(4-(((5-(trifluoromethyl)-1H-indol-2-yl)methyl)amino)butoxy)ethyl)-1H-benzo[d][1,2,3]triazol-4-amine